gamma-aminobutyric acid hcl Cl.NCCCC(=O)O